(1r,3r)-N-((6-fluoroisoquinolin-5-yl)methyl)-3-(4-(trifluoromethyl)phenoxy)cyclobutane-1-amine hydrochloride Cl.FC=1C(=C2C=CN=CC2=CC1)CNC1CC(C1)OC1=CC=C(C=C1)C(F)(F)F